FC1=C2C(=CNC2=CC=C1)C=1C2=C(N=C(N1)NC1=CC(=C(C=C1)F)[N+](=O)[O-])NC=C2 4-(4-fluoro-1H-indol-3-yl)-N-(4-fluoro-3-nitrophenyl)-7H-pyrrolo[2,3-d]pyrimidin-2-amine